C(C=C)C=1C(=NC=2N(C1O)N=CC2C(=O)[O-])O 6-allyl-5,7-dihydroxypyrazolo[1,5-a]pyrimidine-3-carboxylate